5-methyl-3-phenylisoxazole CC1=CC(=NO1)C1=CC=CC=C1